ClC1=CC=C(C=C1)[C@]12OC3=C([C@]1([C@@H](C[C@@H]2C2=CC(=CC=C2)F)NC(C)=O)O)C(=CC(=C3)OC)OC N-((1R,3R,3aS,8bR)-3a-(4-chlorophenyl)-3-(3-fluorophenyl)-8b-hydroxy-6,8-dimethoxy-2,3,3a,8b-tetrahydro-1H-cyclopenta[b]benzofuran-1-yl)acetamide